tert-Butyl (2R,4R)-3,3-difluoro-4-{(methanesulfonyl)[(4-methoxyphenyl)methyl]amino}-2-(2-methoxy-2-oxoethyl)pyrrolidine-1-carboxylate FC1([C@H](N(C[C@H]1N(CC1=CC=C(C=C1)OC)S(=O)(=O)C)C(=O)OC(C)(C)C)CC(=O)OC)F